2-(4-chlorophenyl)-4-methyloxazole-5-carboxylic acid ClC1=CC=C(C=C1)C=1OC(=C(N1)C)C(=O)O